OCCOCCNC(OC(C)(C)C)=O 1,1-Dimethylethyl N-[2-(2-hydroxyethoxy)ethyl]carbamate